CN1CCC[C@H]2[C@H]1CCN1C2=NC2=CC=C(C=C2C1=O)C(F)(F)F (4aR,13bS)-4-methyl-10-(trifluoromethyl)-1,2,3,4,4a,5,6,13b-octahydro-8H-[1,6]naphthyridino[5,6-b]quinazolin-8-one